FC=1C=NC=CC1NC=1C=NC=2CCN(CC2C1)C=1C(=CC=2N(N1)C(C=CN2)=O)C 7-(3-((3-fluoropyridin-4-yl)amino)-7,8-dihydro-1,6-naphthyridin-6(5H)-yl)-8-methyl-4H-pyrimido[1,2-b]pyridazin-4-one